C1(CCC12CCOCC2)N 7-oxaspiro[3.5]-nonan-1-amine